[(2S,3R,4S,5R)-2-acetoxy-4-benzyloxy-5-(benzyloxymethyl)-5-cyano-tetrahydrofuran-3-yl]acetate C(C)(=O)O[C@@H]1O[C@]([C@H]([C@H]1CC(=O)[O-])OCC1=CC=CC=C1)(C#N)COCC1=CC=CC=C1